FC1=C(C=CC(=C1)F)C1=NC=C(N1C)C(=O)N1C[C@H]2OC3=CC=CC(C4=CC=CC(C(NCCCCNC([C@@H]1C2)=O)=O)=N4)=C3 (8S,11S)-10-[2-(2,4-difluorophenyl)-3-methyl-imidazole-4-carbonyl]-7-oxa-10,13,18,24-tetrazatetracyclo[18.3.1.12,6.18,11]hexacosa-1(23),2(26),3,5,20(24),21-hexaene-12,19-dione